NC=1CC(=CC2=C(N1)C=CS2)C(=O)N(CCC)CCCN 5-amino-N-(3-aminopropyl)-N-propyl-6H-thieno[3,2-b]azepine-7-carboxamide